lithium (oxalate)-phosphate salt P(=O)([O-])(O)O.C(C(=O)O)(=O)O.[Li+]